C(CCCCCCCC=CCCCCCCCC)(=O)N 9-Octadecenamide